(1R,3S,5R)-2-(2-(3-acetyl-5-(2-methylpyrimidin-5-yl)-1H-pyrazolo[3,4-c]pyridin-1-yl)acetyl)-N-(6-bromo-3-methylpyridin-2-yl)-5-(3-fluoropropyl)-2-azabicyclo[3.1.0]hexane-3-carboxamide C(C)(=O)C1=NN(C2=CN=C(C=C21)C=2C=NC(=NC2)C)CC(=O)N2[C@@H]1C[C@@]1(C[C@H]2C(=O)NC2=NC(=CC=C2C)Br)CCCF